C(C)(C)(C)OC(=O)N[C@H](C(=O)OC(C)(C)C)CC=1SC=C(N1)C=1SC=C(N1)C(N)=S tert-butyl (S)-2-((tert-butoxycarbonyl)amino)-3-(4-carbamothioyl[2,4'-bithiazol]-2'-yl)propanoate